5-(2-(6-chloroimidazo[1,2-a]pyridin-3-yl)pyrimidin-4-yl)-5-azaspiro[2.5]octane-1-carboxamide ClC=1C=CC=2N(C1)C(=CN2)C2=NC=CC(=N2)N2CC1(CC1C(=O)N)CCC2